methyl 4-amino-7-bromo-1-(2-methylpyridin-3-yl)-2-oxo-1,2-dihydroquinoline-3-carboxylate NC1=C(C(N(C2=CC(=CC=C12)Br)C=1C(=NC=CC1)C)=O)C(=O)OC